α-phenyl-N-tert-butylnitrone CC(C)(C)[N+](=CC1=CC=CC=C1)[O-]